C(CCCCCCC\C=C/C\C=C/CCCCC)(=O)OCCCCC(CCCCOC(CCC(OCCCC\C=C/CC)OCCCC\C=C/CC)=O)O 9-((4,4-bis(((Z)-oct-5-en-1-yl) oxy) butyryl) oxy)-5-hydroxynonyl (9Z,12Z)-octadeca-9,12-dienoate